(2S,4R)-4-fluoro-N-[(S)-phenyl[4-(propan-2-yl)phenyl]methyl]-1-[2-(1H-1,2,4-triazol-1-yl)acetyl]pyrrolidine-2-carboxamide F[C@@H]1C[C@H](N(C1)C(CN1N=CN=C1)=O)C(=O)N[C@H](C1=CC=C(C=C1)C(C)C)C1=CC=CC=C1